N4-isopropyl-5-(1-methylpyrazol-3-yl)-N2-[2-(1-methylpyrazol-4-yl)pyrimidin-4-yl]pyridine-2,4-diamine C(C)(C)NC1=CC(=NC=C1C1=NN(C=C1)C)NC1=NC(=NC=C1)C=1C=NN(C1)C